C(C)(C)(C)C1=C(N=C(S1)NC(C[C@H](CCCNC)NC(C1=CC(=CC(=C1)C1=NOC(=N1)C)Cl)=O)=O)C (S)-N-(1-((5-(tert-butyl)-4-methylthiazol-2-yl)amino)-6-(methylamino)-1-oxohexan-3-yl)-3-chloro-5-(5-methyl-1,2,4-oxadiazol-3-yl)benzamide